N1=CC=C2N1C(C=CN2)=O 4H-pyrazolo[1,5-a]pyrimidin-7-one